CC1(C(N2C(C=3C=CC=CC13)=C(C=1C=CC=CC12)C1=CC=CC=C1)=O)C[Se]C#N 5-methyl-12-phenyl-5-(selenocyanatomethyl)indolo[2,1-a]isoquinolin-6(5H)-one